(1R)-1-[5-(4-ethyl-1,3-oxazol-5-yl)-1,2,4-oxadiazol-3-yl]-6-azaspiro[2.5]octane-6-sulfonamide C(C)C=1N=COC1C1=NC(=NO1)[C@@H]1CC12CCN(CC2)S(=O)(=O)N